CC(CCC(CCC(=O)O)=O)CCCC(C)C 7,11-dimethyl-4-oxododecanoic acid